3-methyl-1-oxobutan-2-yl benzoate C(C1=CC=CC=C1)(=O)OC(C=O)C(C)C